(4-phenylnaphthalen-1-yl)boric acid C1(=CC=CC=C1)C1=CC=C(C2=CC=CC=C12)OB(O)O